N1COC=2N=C3N(C(C21)=O)C=CC3 Dihydrooxazolo[5,4-d]pyrrolo[1,2-a]pyrimidin-9(5H)-one